2-amino-7-((3'-nitro-[1,1'-biphenyl]-2-yl)oxy)-1,2,3,4-tetrahydronaphthalene-2-carboxylic acid NC1(CC2=CC(=CC=C2CC1)OC1=C(C=CC=C1)C1=CC(=CC=C1)[N+](=O)[O-])C(=O)O